N-(4-bromo-2-cyclopropyl-5-methylphenyl)-N-(3-(methoxymethyl)-2,3-dihydro-[1,4]dioxino[2,3-b]pyridin-6-yl)but-2-ynamide BrC1=CC(=C(C=C1C)N(C(C#CC)=O)C1=CC=C2C(=N1)OC(CO2)COC)C2CC2